(3,5-dibromo-1H-pyrazol-1-yl)acetic acid tert-butyl ester C(C)(C)(C)OC(CN1N=C(C=C1Br)Br)=O